C(C)O[Si](C(C)[GeH2]C(C)(C)C)(OCC)OCC 1-triethoxysilyl-1-(tert-butylgermanyl)ethane